9-(Hydroxy(pyridin-4-yl)methyl)-3-azaspiro[5.5]undecan-3-carboxylate OC(C1CCC2(CCN(CC2)C(=O)[O-])CC1)C1=CC=NC=C1